5-((4-(ethoxymethyl)-4-phenethylpiperidin-1-yl)methyl)-1,3-dihydro-2H-benzo[d]imidazol-2-one C(C)OCC1(CCN(CC1)CC1=CC2=C(NC(N2)=O)C=C1)CCC1=CC=CC=C1